tert-butyl 2-((6-(trifluoromethoxy)pyridin-3-yl)amino)-3',6'-dihydro-[3,4'-bipyridine]-1'(2'H)-carboxylate FC(OC1=CC=C(C=N1)NC1=NC=CC=C1C=1CCN(CC1)C(=O)OC(C)(C)C)(F)F